CN(C1(CCC2(CN(C(N2)=O)C=2C=NC(=CC2C)C(F)(F)F)CC1)C1=CC(=CC=C1)C(F)(F)F)C cis-8-dimethylamino-3-[4-methyl-6-(trifluoromethyl)-pyridin-3-yl]-8-[3-(trifluoromethyl)phenyl]-1,3-diazaspiro[4.5]decan-2-one